C(CC)[N+]1(CCCCC1)C N-propyl-n-methylpiperidinium